F[P-](F)(F)(F)(F)F.CN(C)C([NH2+]C)=CN1N=NC2=NC=CC=C21 (dimethylamino)-1H-1,2,3-triazolo[4,5-b]pyridin-1-ylmethylene-N-methylmethanaminium hexafluorophosphate